4-(((3',5'-dichloro-[1,1'-biphenyl]-4-yl)thio)methyl)-1H-1,2,3-triazole-5-carboxylic acid ClC=1C=C(C=C(C1)Cl)C1=CC=C(C=C1)SCC=1N=NNC1C(=O)O